tert-butyl (1-(5-cyclopropyl-1H-pyrazole-3-carbonyl)azetidin-3-yl)carbamate C1(CC1)C1=CC(=NN1)C(=O)N1CC(C1)NC(OC(C)(C)C)=O